C(CCCCC(=O)O)(=O)O.C(C)C(CC=CCC(CCCC)CC)CCCC di(2-ethylhexyl) ethylene adipate